1-(5-{[(5-Chlorothiophen-2-yl)methyl]amino}-3-(piperidin-3-yl)-1H-pyrazol-1-yl)-3-methoxy-2,2-dimethylpropan-1-on ClC1=CC=C(S1)CNC1=CC(=NN1C(C(COC)(C)C)=O)C1CNCCC1